C(C)OC1=NC=CC=C1C1=CC=C2C(=N1)C(=NN2C(C)C)C 5-(2-ethoxy-3-pyridinyl)-1-isopropyl-3-methyl-pyrazolo[4,3-b]pyridine